1'-Cyclopropyl-5',6'-difluoro-1'H-[1,2'-bibenzo[d]imidazole] C1(CC1)N1C(=NC2=C1C=C(C(=C2)F)F)N2C=NC1=C2C=CC=C1